FC(OC1=CC=C(C=C1)N(C1CCC(CC1)C=1C=CC(=NC1)C#N)C=1C=NC=CC1OC)F 5-{4-[(p-difluoromethoxyphenyl)(4-methoxy-3-pyridyl)amino]cyclohexyl}-2-pyridinecarbonitrile